CC1=NN(C(=C1CCC(=O)N1CCC(CC1)NC1=CC=CC=C1)C)C=1C=CC=2N(N1)C(=NN2)C 3-(3,5-dimethyl-1-(3-methyl-[1,2,4]triazolo[4,3-b]pyridazin-6-yl)-1H-pyrazol-4-yl)-1-(4-(phenylamino)piperidin-1-yl)propan-1-one